4-chloro-5-[4-(3,5-dimethoxy-benzyl)-piperazin-1-yl]-benzofuran-2-carboxylic acid ClC1=C(C=CC2=C1C=C(O2)C(=O)O)N2CCN(CC2)CC2=CC(=CC(=C2)OC)OC